C(C)(C)(C)OC(=O)N1CC(C1)C1=NNC=C1F 3-(4-fluoro-1H-pyrazol-3-yl)azetidine-1-carboxylic acid tert-butyl ester